(2S,4r)-1-[(2S)-3,3-dimethyl-2-[4-(3-oxo-3-phenyl-propyl)triazol-1-yl]butyryl]-4-hydroxy-N-methyl-pyrrolidine-2-carboxamide CC([C@@H](C(=O)N1[C@@H](C[C@H](C1)O)C(=O)NC)N1N=NC(=C1)CCC(C1=CC=CC=C1)=O)(C)C